BrC=1C=CC(=NC1)NC(CC(CC)(F)F)=O N-(5-bromopyridin-2-yl)-3,3-difluorovaleramide